FC1=C(C#N)C(=CC=C1)B1OC(C(O1)(C)C)(C)C 2-fluoro-6-(4,4,5,5-tetramethyl-1,3,2-dioxaborolan-2-yl)benzonitrile